5-hydroxybutynyluridine OCCC#CC=1C(NC(N([C@H]2[C@H](O)[C@H](O)[C@@H](CO)O2)C1)=O)=O